C(C1=CC=CC=C1)OC(=O)[C@H]1[C@H]([C@H]([C@H](O)[C@H](O1)CO)N=[N+]=[N-])N=[N+]=[N-] 2,3-dideoxy-2,3-di-azido-beta-D-mannopyranonic acid benzyl ester